SSS hydrogen trisulfide